C(C)(C)(C)OC(=O)N1[C@H](CN(CC1)C1=NC(=NC=2C=C(CCC12)C1=CC=CC2=CC=CC=C12)OC[C@H]1N(CCC1)C)CC#N (S)-2-(cyanomethyl)-4-(2-(((S)-1-methylpyrrolidin-2-yl)methoxy)-7-(naphthalen-1-yl)-5,6-dihydroquinazolin-4-yl)piperazine-1-carboxylic acid tert-butyl ester